O1CCC1 mono-oxetane